CN(C1=NN2C(C(=CC(=C2)C=2C=C3C(NC(=NC3=CC2)C)=O)OC)=N1)C 6-(2-(dimethylamino)-8-methoxy-[1,2,4]triazolo[1,5-a]pyridin-6-yl)-2-methylquinazolin-4(3H)-one